ethyl 1-(4-ethylphenyl)-2,4-dimethyl-1H-imidazole-5-carboxylate C(C)C1=CC=C(C=C1)N1C(=NC(=C1C(=O)OCC)C)C